BrC1=C(C=C(C=C1)F)C(C(=O)[O-])([2H])[2H] 2-(2-bromo-5-fluoro-phenyl)-2,2-dideuterio-acetate